8-methoxy-3,3-dimethyl-6-(pyrimidin-4-ylamino)-2H-imidazo[1,5-a]pyridine-1,5-dione COC1=C2N(C(C(=C1)NC1=NC=NC=C1)=O)C(NC2=O)(C)C